C1(CC1)S(=O)(=O)NC=1SC=C(N1)C(C(=O)NC1=CC=C(C=C1)C1=NC(=CN=C1)OC(C)C)(C)C 2-(2-(cyclopropanesulfonamido)thiazol-4-yl)-N-(4-(6-isopropoxypyrazin-2-yl)phenyl)-2-methylpropanamide